methyl-3-(3,3,3-trifluoroprop-1-ynyl)azetidine-1-carboxamide CC1N(CC1C#CC(F)(F)F)C(=O)N